(3aR,5s,6aS)-2-(3,3-dimethylbutyl)-N-[5-(1,3-dimethylpyrazol-4-yl)-2-pyridyl]-3,3a,4,5,6,6a-hexahydro-1H-cyclopenta[c]pyrrol-5-amine CC(CCN1C[C@@H]2[C@H](C1)CC(C2)NC2=NC=C(C=C2)C=2C(=NN(C2)C)C)(C)C